1-(tert-butyl)-N-(3-fluoro-2-methyl-4-(4,4,5,5-tetramethyl-1,3,2-dioxaborolan-2-yl)benzyl)-1H-1,2,3-triazole-4-carboxamide C(C)(C)(C)N1N=NC(=C1)C(=O)NCC1=C(C(=C(C=C1)B1OC(C(O1)(C)C)(C)C)F)C